trans-1,4-cyclohexanedimethanol xylenesulfonate C1(C(C=CC=C1)C)(C)S(=O)(=O)OC[C@@H]1CC[C@H](CC1)CO